C(C)C1(N(C2=CC(=C(C=C2C1N=CN(C)C)Br)C)C(=O)OC(C)(C)C)C(=O)[O-] 1-(tert-butyl) 2-ethyl-5-bromo-3-(((dimethylamino)methylene)amino)-6-methyl-1H-indole-1,2-dicarboxylate